methyl (S)-2-((t-butoxycarbonyl)amino)-3-(4-(4,4,5,5-tetramethyl-1,3,2-dioxaborolan-2-yl)phenyl)propanoate C(C)(C)(C)OC(=O)N[C@H](C(=O)OC)CC1=CC=C(C=C1)B1OC(C(O1)(C)C)(C)C